Cl.C(CC)OC[C@H](N)C(=O)OCC1=CC(=NC(=C1)Cl)Cl (2,6-Dichloropyridin-4-yl)methyl O-propyl-L-serinate hydrochloride